8-Methoxy-2-(tetrahydro-2H-pyran-4-yl)imidazo[1,2-a]pyrazine-6-carboxylic acid COC=1C=2N(C=C(N1)C(=O)O)C=C(N2)C2CCOCC2